2,6-Anhydro-4-(5-bromo-6-chloro-3-cyano-2H-indazol-2-yl)-3,4,5-trideoxy-5-(2-hydroxyacetamido)-D-glycero-D-galacto-non-2-enonic acid BrC1=CC2=C(N(N=C2C=C1Cl)[C@H]1C=C(C(=O)O)O[C@H]([C@@H]1NC(CO)=O)[C@H](O)[C@H](O)CO)C#N